(S)-5-Fluoro-4-(5-fluoro-6-(hydroxymethyl)pyridin-2-yl)-N-(3-methyl-5-(trifluoromethyl)-1H-pyrazol-4-yl)-2-((1,1,1-trifluoropropan-2-yl)oxy)benzamide FC=1C(=CC(=C(C(=O)NC=2C(=NNC2C(F)(F)F)C)C1)O[C@H](C(F)(F)F)C)C1=NC(=C(C=C1)F)CO